propylene glycol monocaprylate (caprylyl-propionate) C(CCCCCCC)(=O)C(C(=O)OC(COC(CCCCCCC)=O)C)C